C(CCCCCCC)OCCCN=CC1=C(C=CC=C1)O 2-(((3-(octyloxy)propyl)imino)methyl)phenol